tert-butyl (1R,2S,4S)-2-hydroxy-7-azabicyclo[2.2.1]heptane-7-carboxylate O[C@@H]1[C@H]2CC[C@@H](C1)N2C(=O)OC(C)(C)C